C(CC=C)C1=NC(=C(C(=O)NC=2C=C(C=CC2)[S@](=O)(C)=NC(OC(C)(C)C)=O)C=C1)N1CCC(CCC1)(F)F tert-butyl (R)-((3-(6-(but-3-en-1-yl)-2-(4,4-difluoroazepan-1-yl)nicotinamido)phenyl)(methyl)(oxo)-λ6-sulfaneylidene)carbamate